ClC1(C(C=C(C(C1)=O)Cl)=O)C1=CC=CC=C1CNCCC1=C(SC(=C1)Cl)Cl 2,5-dichloro-4-benzoquinonebenzyl-[2-(2,5-dichlorothiophen-3-yl)ethyl]amine